3-(3-((1-Aminocyclohexyl)methoxy)-4-cyano-5-(methylthio)phenyl)pyrazolo[1,5-a]pyridine-4-carbonitrile NC1(CCCCC1)COC=1C=C(C=C(C1C#N)SC)C=1C=NN2C1C(=CC=C2)C#N